C1(=CC=CC=C1)S(=O)(=O)/C=C/CNC(=O)C=1C(NC=2CCC(CC2C1)C(C)C)=O N-[(2E)-3-(benzenesulfonyl)prop-2-en-1-yl]-2-oxo-6-(propan-2-yl)-1,2,5,6,7,8-hexahydroquinoline-3-carboxamide